O[C@H]1CN(CCCC1)C(=O)OC(C)(C)C tert-butyl (3R)-3-hydroxyazepan-1-carboxylate